CCCN1CCCCC1 Propylpiperidine